3-(2,4-dimethylphenyl)sulfonyl-8-fluoro-4H-triazolo[1,5-a]quinazolin-5-one CC1=C(C=CC(=C1)C)S(=O)(=O)C=1N=NN2C1NC(C1=CC=C(C=C21)F)=O